tert-butyl N-(1-(3-cyano-4-(4-cyano-3-fluorophenyl)-5-(3-hydroxy-4-Methoxyphenyl)-6-methylpyridin-2-yl)piperidin-4-yl)carbamate C(#N)C=1C(=NC(=C(C1C1=CC(=C(C=C1)C#N)F)C1=CC(=C(C=C1)OC)O)C)N1CCC(CC1)NC(OC(C)(C)C)=O